4-(4-bromo-2-nitrophenyl)-6-methyl-4,6-diazaspiro[2.5]octan-5-one BrC1=CC(=C(C=C1)N1C2(CC2)CCN(C1=O)C)[N+](=O)[O-]